FC=1C=C(C=C(C1[C@H]1N([C@@H](CC2=C1NC1=CC(=CC=C21)I)C)CC(F)(F)F)F)NC2CN(C2)CCCF N-(3,5-difluoro-4-((1R,3R)-7-iodo-3-methyl-2-(2,2,2-trifluoroethyl)-2,3,4,9-tetrahydro-1H-pyrido[3,4-b]indol-1-yl)phenyl)-1-(3-fluoropropyl)azetidin-3-amine